4-furan-2-yl-butanol O1C(=CC=C1)CCCCO